2-cyclopropyl-6-methyl-4H-pyrrolo[2,3-d]thiazole-5-carboxylic acid ethyl ester C(C)OC(=O)C1=C(C2=C(N=C(S2)C2CC2)N1)C